tert-Butyl (3R)-3-[4-[2-[(2S,3R)-3-hydroxy-2-methyl-azetidin-1-yl]-6-(trifluoromethyl)pyrimidin-4-yl]pyrazol-1-yl]pyrrolidine-1-carboxylate O[C@H]1[C@@H](N(C1)C1=NC(=CC(=N1)C=1C=NN(C1)[C@H]1CN(CC1)C(=O)OC(C)(C)C)C(F)(F)F)C